4-isobutylcyclohexa-1,3-diene-1-carboxylic acid C(C(C)C)C1=CC=C(CC1)C(=O)O